1-(2-{4-[(3-methyl-4-{[1,2,4]triazolo[1,5-a]pyridin-7-yloxy}phenyl)amino]pyrido[3,2-d]pyrimidin-6-yl}-2,6-diazaspiro[3.4]octan-6-yl)prop-2-en-1-one CC=1C=C(C=CC1OC1=CC=2N(C=C1)N=CN2)NC=2C1=C(N=CN2)C=CC(=N1)N1CC2(C1)CN(CC2)C(C=C)=O